5-amino-2-methyl-N-[1-(1-methylindol-3-yl)ethyl]benzamide NC=1C=CC(=C(C(=O)NC(C)C2=CN(C3=CC=CC=C23)C)C1)C